C(=O)(OC(C)(C)C)N1C[C@@H](CC1)N1N=NC(=C1C)C(=O)O 1-[(3R)-1-Boc-pyrrolidin-3-yl]-5-methyl-triazole-4-carboxylic acid